OC1=C(C(=O)C2=CC=CC=C2)C=C(C(=C1)OCCCCCCCCCCCCCCCC)[N+](=O)[O-] 2-hydroxy-4-hexadecyloxy-5-nitrobenzophenone